S1[NH+]=CSC1 1,4,2-dithiazolium